P(=O)(OCCCCCC1CCCCCCCCCCCCCC1)(OCC[N+](C)(C)C)[O-] 5-cyclopentadecylpentyl (2-(trimethylammonio)ethyl) phosphate